1-[4-(2'-Methoxy-biphenyl-2-sulfonyl)-phenyl]-3-pyridin-4-ylmethyl-urea COC1=C(C=CC=C1)C=1C(=CC=CC1)S(=O)(=O)C1=CC=C(C=C1)NC(=O)NCC1=CC=NC=C1